C(OCCOC(=O)[O-])(=O)[O-] 2,5-dioxaadipate